N-((1r,4r)-4-((5-(3-methyl-[1,2,4]triazolo[4,3-a]pyridin-6-yl)-7H-pyrrolo[2,3-d]pyrimidin-2-yl)amino)cyclohexyl)acetamide CC1=NN=C2N1C=C(C=C2)C2=CNC=1N=C(N=CC12)NC1CCC(CC1)NC(C)=O